4-(2-chloro-6-((1-(methoxycarbonyl)-1,2,3,4-tetrahydronaphthalen-1-yl)methyl)-5-nitropyrimidin-4-yl)piperazine-1-carboxylic acid tert-butyl ester C(C)(C)(C)OC(=O)N1CCN(CC1)C1=NC(=NC(=C1[N+](=O)[O-])CC1(CCCC2=CC=CC=C12)C(=O)OC)Cl